2-[[5-(4-cyclopropyl-6-methoxy-pyrimidin-5-yl)-3-[[4-[1-cyclopropyl-4-(trifluoromethyl)imidazol-2-yl]phenyl]methyl]pyrazolo[4,3-d]pyrimidin-2-yl]methoxy]ethyl-trimethyl-silane C1(CC1)C1=NC=NC(=C1C=1N=CC=2C(N1)=C(N(N2)COCC[Si](C)(C)C)CC2=CC=C(C=C2)C=2N(C=C(N2)C(F)(F)F)C2CC2)OC